(R)-2-((tert-Butoxycarbonyl)amino)-3-cyclohexylpropionic acid C(C)(C)(C)OC(=O)N[C@@H](C(=O)O)CC1CCCCC1